FC=1C=C(C=CC1C1(CC(=C(C2=CC=CC=C12)N)\N=N\[H])C(=O)O)C1=CC(=C(C=C1)C1(CC(=C(C2=CC=CC=C12)N)\N=N\[H])C(=O)O)F 1,1'-(3,3'-difluoro[1,1'-biphenyl]-4,4'-diyl)bis{4-amino-3-[(E)-diazenyl]naphthalene-1-carboxylic acid}